Copper-zinc-cobalt [Co].[Zn].[Cu]